3-(9-((4-(aminomethyl)-2-(2-((cyclopropylmethyl)amino)-2-oxoethyl)phenyl)carbamoyl)-4,5-dihydrobenzo[b]thieno[2,3-d]oxepin-8-yl)-6-(propylcarbamoyl)picolinic acid NCC1=CC(=C(C=C1)NC(=O)C1=CC2=C(OCCC3=C2SC=C3)C=C1C=1C(=NC(=CC1)C(NCCC)=O)C(=O)O)CC(=O)NCC1CC1